N1(C2=C(OC(C1([2H])[2H])([2H])[2H])N=C1C(=C2)C=CN1)C1=C(C(=O)NS(=O)(=O)C2=CC(=C(C=C2)NCC2(CCOCC2)F)[N+](=O)[O-])C=CC=C1 2-(2,3-dihydropyrrolo[3',2':5,6]pyrido[2,3-b][1,4]oxazin-1(6H)-yl-2,2,3,3-d4)-N-((4-(((4-fluorotetrahydro-2H-pyran-4-yl)methyl)amino)-3-nitrophenyl)sulfonyl)benzamide